N[C@H](C(=O)N[C@H]1CC=2N(C3=C(C1)C=C(C=C3)Cl)C(=NN2)[C@@H]2CC[C@H](CC2)OC2=NC=CC=C2)C2=CC=CC=C2 (2S)-2-amino-N-{(5R)-8-chloro-1-[trans-4-(pyridin-2-yloxy)cyclohexyl]-5,6-dihydro-4H-[1,2,4]triazolo[4,3-a][1]benzazepin-5-yl}-2-phenylacetamide